[K+].P(=O)(OCCO)([O-])[O-].[K+] 2-hydroxyethyl phosphate potassium